1-(3-methyl-4-hydroxyphenyl)-4-(4-hydroxyphenyl)-1,5-cyclohexadiene CC=1C=C(C=CC1O)C1=CCC(C=C1)C1=CC=C(C=C1)O